3'-fluoro-1'-((3-fluoro-4-oxo-4,5-dihydropyrrolo[1,2-a]quinoxalin-7-yl)methyl)-N-methyl-1',2',3',6'-tetrahydro-[3,4'-bipyridine]-6-carboxamide FC1CN(CC=C1C=1C=NC(=CC1)C(=O)NC)CC=1C=C2NC(C=3N(C2=CC1)C=CC3F)=O